C(CCCCCCCCCCCCCCCCC)(=O)O.C(C(C)O)O Propylen Glycol Stearate